O1COC2=C1C=CC=C2B(O)O benzo[d][1,3]Dioxol-4-ylboronic acid